(tetrahydro-2H-pyran-2-yl)spiro[cyclobutane-1,3'-indolin]-2'-one O1C(CCCC1)N1C(C2(C3=CC=CC=C13)CCC2)=O